N-(6-amino-5-ethylpyridin-3-yl)-2-(5-methyl-2-(4-(pyridin-4-yl)phenyl)piperidin-1-yl)-2-oxoacetamide NC1=C(C=C(C=N1)NC(C(=O)N1C(CCC(C1)C)C1=CC=C(C=C1)C1=CC=NC=C1)=O)CC